BrC=1C=C2C(=NC(=NC2=CC1Cl)OC[C@H]1N(CCC1)C)N1[C@H](CN(CC1)C(=O)OC(C)(C)C)C tert-butyl (S)-4-(6-bromo-7-chloro-2-(((S)-1-methylpyrrolidin-2-yl) methoxy) quinazolin-4-yl)-3-methylpiperazine-1-carboxylate